butyl pentanate C(CCCC)(=O)OCCCC